perfluorobutane sulfonium [SH3+].FC(C(C(C(F)(F)F)(F)F)(F)F)(F)F